ClC1=C(C=CC(=C1)Cl)C=1CCCC2=C(C1C1=CC=C(C=C1)O[C@@H]1CN(CC1)CCCF)C=CC(=C2)C=2C=C(C(=O)O)C=CC2 (S)-3-(8-(2,4-dichlorophenyl)-9-(4-((1-(3-fluoropropyl)pyrrolidin-3-yl)oxy)phenyl)-6,7-dihydro-5H-benzo[7]annulen-3-yl)benzoic acid